COC1=CC=CC2=C1N=C(S2)N 4-methoxy-1,3-benzothiazol-2-amine